C(NC(C1=CC=C(C=C1)C=1N=NC(=CC1)NC1C[C@@H]2[C@@H](CN(C2)C([2H])([2H])C2CCOCC2)C1)=O)([2H])([2H])[2H] N-(methyl-d3)-4-(6-(((3aR,5s,6aS)-2-((tetrahydro-2H-pyran-4-yl)methyl-d2)octahydrocyclopenta[c]pyrrol-5-yl)amino)pyridazin-3-yl)benzamide